C1(CC1)C([C@@H](C(=O)NC=1C=NN(C1)C(CC(F)F)C=1C(=NC=CC1)OC)NC(=O)C=1N(N=CC1)C(C)C)C1CC1 N-[(1S)-1-(dicyclopropylmethyl)-2-[[1-[3,3-difluoro-1-(2-methoxy-3-pyridyl)propyl]pyrazol-4-yl]amino]-2-oxo-ethyl]-2-isopropyl-pyrazole-3-carboxamide